7-(8-ethynylnaphthalen-1-yl)-8-fluoro-2-(((2R,7aS)-2-fluorotetrahydro-1H-pyrrolizin-7a(5H)-yl)methoxy)-N-methyl-N-((R)-pyrrolidin-3-yl)pyrido[4,3-d]pyrimidin-4-amine C(#C)C=1C=CC=C2C=CC=C(C12)C1=C(C=2N=C(N=C(C2C=N1)N([C@H]1CNCC1)C)OC[C@]12CCCN2C[C@@H](C1)F)F